Bis(m-tolyl)silylene(cyclopentadienyl)(fluorenyl)zirconium dichloride [Cl-].[Cl-].C1(=CC(=CC=C1)[Si](=[Zr+2](C1=CC=CC=2C3=CC=CC=C3CC12)C1C=CC=C1)C=1C=C(C=CC1)C)C